BrC1=C(O)C=CC(=C1)C(C)(C)C1=CC=C(C=C1)O bromo-bisphenol A